COC1=CC=C(C=C1)C1=CC=2C(=NC=CC2)N1 2-(4-methoxyphenyl)-1H-pyrrolo[2,3-b]Pyridine